N,N-di([1,1'-biphenyl]-4-yl)-3-(4-(di([1,1'-biphenyl]-4-yl)amino)phenyl)-1,1,3-trimethyl-2,3-di-hydro-1H-inden-5-amine C1(=CC=C(C=C1)N(C=1C=C2C(CC(C2=CC1)(C)C)(C)C1=CC=C(C=C1)N(C1=CC=C(C=C1)C1=CC=CC=C1)C1=CC=C(C=C1)C1=CC=CC=C1)C1=CC=C(C=C1)C1=CC=CC=C1)C1=CC=CC=C1